syringhydrazide C(C1=CC(OC)=C(O)C(OC)=C1)(=O)NN